(2R,4R)-4-aminopyrrolidine-1,2-dicarboxylic acid 2-benzyl 1-tert-butyl ester C(C)(C)(C)OC(=O)N1[C@H](C[C@H](C1)N)C(=O)OCC1=CC=CC=C1